PYRIMIDINYL-TYROSINE N1=C(N=CC=C1)N[C@@H](CC1=CC=C(C=C1)O)C(=O)O